5-(4-((tert-butyldimethylsilyl)oxy)cyclohex-1-en-1-yl)-3-(4-methoxybenzyl)-3H-imidazo[4,5-b]pyridin-2-amine [Si](C)(C)(C(C)(C)C)OC1CC=C(CC1)C1=CC=C2C(=N1)N(C(=N2)N)CC2=CC=C(C=C2)OC